2,7-dicyano-10H-phenothiazine C(#N)C1=CC=2NC3=CC=C(C=C3SC2C=C1)C#N